(rac)-(6-(4-chloro-3-ethylphenyl)-2-azaspiro[3.4]oct-2-yl)((1s,3s)-3-hydroxy-3-methylcyclobutyl)methanone ClC1=C(C=C(C=C1)[C@H]1CC2(CN(C2)C(=O)C2CC(C2)(C)O)CC1)CC |r|